CC1=C(C=CC(=C1)OC1=CC=C(C(=N1)C)N)C1=C(C=CC=C1)C 6-((2,2'-dimethyl-[1,1'-biphenyl]-4-yl)oxy)-2-methylpyridin-3-amine